C(C)(C)(C)OC(=O)N1[C@H]([C@@H]2CN(C[C@@H]2C1)CC1=C(C=C(C=C1)Cl)O)C (1S,3aR,6aS)-5-(4-chloro-2-hydroxybenzyl)-1-methyl-hexahydropyrrolo[3,4-c]pyrrole-2(1H)-carboxylic acid tert-butyl ester